3-hydroxy-3-(4-morpholino-6-(3-phenyl-1H-pyrazol-1-yl)pyrimidin-2-yl)propanenitrile OC(CC#N)C1=NC(=CC(=N1)N1CCOCC1)N1N=C(C=C1)C1=CC=CC=C1